1,1-bis(p-tert-butylphenyl)ethylene C(C)(C)(C)C1=CC=C(C=C1)C(=C)C1=CC=C(C=C1)C(C)(C)C